NC1=CC(=C(C(=N1)C1=C(C=C2C(=NC(=NC2=C1)NC)N1CCNCC1)Cl)C(F)(F)F)C 7-[6-amino-4-methyl-3-(trifluoromethyl)pyridin-2-yl]-6-chloro-N-methyl-4-(piperazin-1-yl)quinazolin-2-amine